C(C)S(=O)(=O)C=1C(=C(C=CC1)NC(OC(C)(C)C)=O)F tert-butyl (3-(ethylsulfonyl)-2-fluorophenyl)carbamate